C(C=C)(=O)OCCCCCCCCCCCCCC[Si](OCC)(OCC)OCC acryloyloxytetradecyltriethoxysilane